3-(aminomethyl)-N-methylbenzenesulfonamide NCC=1C=C(C=CC1)S(=O)(=O)NC